1'-((5-(aminomethyl)-1-(3-(ethylsulfonyl)propyl)-1H-benzo[d]imidazol-2-yl)methyl)-4',6'-difluorospiro[cyclopropane-1,3'-indol]-2'-one NCC1=CC2=C(N(C(=N2)CN2C(C3(C4=C(C=C(C=C24)F)F)CC3)=O)CCCS(=O)(=O)CC)C=C1